OCCN1N=C(C=C1C(=O)O)C 2-(2-hydroxyethyl)-5-methyl-pyrazole-3-carboxylic Acid